1-((10S)-4-((3-methyl-4-((1-methyl-1H-benzo[d]imidazol-5-yl)oxy)phenyl)amino)-7,8,10,11-tetrahydro-9H-6,10-methano[1,4,7]oxadiazonino[3,2-g]quinazolin-9-yl)prop-2-en-1-one CC=1C=C(C=CC1OC1=CC2=C(N(C=N2)C)C=C1)NC1=NC=NC2=CC3=C(C=C12)N1CCN([C@H](CO3)C1)C(C=C)=O